CC=1SC2=C(C1C(=O)NC1CCN(CC1)C)C=C(C=C2)OCC2=C(N=CS2)C 2-methyl-5-[(4-methyl-1,3-thiazol-5-yl)methoxy]-N-(1-methylpiperidin-4-yl)-1-benzothiophene-3-carboxamide